NC[C@@H](C(=O)N1CCN(CC1)C=1C2=C(N=CN1)[C@@H](C[C@H]2C)O)C2=CC=C(C=C2)Cl (S)-3-amino-2-(4-chlorophenyl)-1-(4-((5r,7r)-7-hydroxy-5-methyl-6,7-dihydro-5H-cyclopenta[d]pyrimidin-4-yl)piperazin-1-yl)propan-1-one